O1C(OCC1)C=1C=CC(=NC1)C=1C=C(C=CC1)NC=1C=C(C=2N(N1)C(=CN2)C(=O)N[C@H]2[C@H](C2)F)N(C)CC2=CC=C(C=C2)OC 6-({3-[5-(1,3-dioxolan-2-yl)pyridin-2-yl]phenyl}amino)-N-[(1R,2S)-2-fluorocyclopropyl]-8-{[(4-methoxyphenyl)methyl](methyl)amino}imidazo[1,2-b]pyridazine-3-carboxamide